CN1CCN(CC1)CCC1=C(NC(=C1C(=O)N)C1=CC=CC=C1)C1=CC=C(C=C1)OC(F)(F)F (2-(4-methylpiperazin-1-yl)ethyl)-5-phenyl-2-(4-(trifluoromethoxy)phenyl)Azole-4-carboxamide